4-[[5-(4-chloro-2-fluoro-phenoxy)-4-methyl-3-pyridinyl]methyl]-N-(ethylaminosulfonyl)-3-fluoro-pyridin-2-amine ClC1=CC(=C(OC=2C(=C(C=NC2)CC2=C(C(=NC=C2)NS(=O)(=O)NCC)F)C)C=C1)F